O.C1(C=CC=C1)C1=C2C(OC(=O)C2=CC=C1)(C1C=CC=C1)C1C=CC=C1.[Cu+2] copper (II) tris(cyclopentadienyl)phthalide hydrate